2-(tributylstannyl)-1,3-oxazole C(CCC)[Sn](C=1OC=CN1)(CCCC)CCCC